BrC(=C(C)C)C1C(=CC2=CC=CC=C12)C1=CC=CC=C1 1-(1-bromo-2-methylpropan-1-en-1-yl)-2-phenyl-1H-indene